[Br-].C(C)(=O)OCCCCCCCC1=C(C=CC=C1)P(C1=CC=CC=C1)C1=CC=CC=C1 7-acetoxyheptyl-triphenylphosphine bromide